(S)-quinuclidin-3-yl ((R)-6-fluoro-5-(3-fluoro-4-methoxyphenyl)-2,2-dimethyl-2,3-dihydro-1H-inden-1-yl)carbamate FC1=C(C=C2CC([C@H](C2=C1)NC(O[C@@H]1CN2CCC1CC2)=O)(C)C)C2=CC(=C(C=C2)OC)F